NCC1=C(N(N=N1)CC1=CC=CC=C1)N 5-Aminomethyl-3-benzyl-3H-[1,2,3]triazol-4-ylamine